OC1=CC=C(C=C1)N=NC1=CC=C(C=C1)S(=O)(=O)O 4-[(4-hydroxyphenyl)-diazenyl]benzenesulphonic acid